P(=S)(O)(O)O.ClC1=CC(=NC2=CC=CC=C12)C1=CC=C(C=C1)OC 4-chloro-2-(4-methoxyphenyl)quinoline Monothiophosphate